methyl-5-bromopentanoyl-methionine CN([C@@H](CCSC)C(=O)O)C(CCCCBr)=O